C1(=CC=CC=C1)C1(CO1)C 2-phenyl-1,2-propylene oxide